C1OC12CCC1(CCN(CC1)C(=O)OC(C)(C)C)CC2 tert-butyl 2-oxa-9-azadispiro[2.2.56.23]tridecane-9-carboxylate